C(C1=CC=CC=C1)N1C2=C(SCC1=O)C=CC(=C2)NC(=O)NC2=CNC1=CC=C(C=C21)C=2C=NC=C(C2)CO 1-(4-benzyl-3-oxo-3,4-dihydro-2H-benzo[b][1,4]thiazin-6-yl)-3-(5-(5-(hydroxymethyl)pyridin-3-yl)-1H-indol-3-yl)urea